Dicyclopentyl (tert-butoxycarbonyl)-D-glutamate C(C)(C)(C)OC(=O)N[C@H](CCC(=O)OC1CCCC1)C(=O)OC1CCCC1